C(#N)C1=C(C=C(C=C1)NC([C@@](CN1C=C(C=C1)C1=CC=CC=C1)(C)O)=O)C(F)(F)F (S)-N-(4-Cyano-3-(trifluoromethyl)phenyl)-2-hydroxy-2-methyl-3-(3-phenyl-1H-pyrrol-1-yl)propanamide